CC(=O)SCCC(=O)ON1C(=O)CCC1=O N-succinimidyl-S-acetylthiopropionate